(R)-(1-(isoxazole-3-carboxamido)-2-methylhex-2-yl)carbamic acid tert-butyl ester C(C)(C)(C)OC(N[C@@](CNC(=O)C1=NOC=C1)(CCCC)C)=O